4-(3-(8-benzyloxyquinolin-2-yl)phenyl)-2,6-di(pyridin-3-yl)pyrimidine C(C1=CC=CC=C1)OC=1C=CC=C2C=CC(=NC12)C=1C=C(C=CC1)C1=NC(=NC(=C1)C=1C=NC=CC1)C=1C=NC=CC1